ClCC1=NC=C(C=C1)C=1C=NNC1 2-(chloromethyl)-5-(1H-pyrazol-4-yl)pyridine